BrC1=C(C=CC(=C1)C(C)(C)C)COC 2-bromo-4-(tert-butyl)-1-(methoxymethyl)benzene